C1(=CC=CC=C1)NC(=O)C1=CC2=CC=CC=C2C=C1 N-Phenyl-2-naphthalenecarboxamide